(1-((1-(4-(isoxazol-5-yl)phenyl))piperidin-4-yl)methyl)pyrrolidin-2-one O1N=CC=C1C1=CC=C(C=C1)N1CCC(CC1)CN1C(CCC1)=O